(R)-4-(chloroformyl)-3-methylpiperazine-1-carboxylic acid tert-butyl ester C(C)(C)(C)OC(=O)N1C[C@H](N(CC1)C(=O)Cl)C